4-((2-chloro-5-fluoropyrimidin-4-yl)oxy)piperidine ClC1=NC=C(C(=N1)OC1CCNCC1)F